(E)-N'-[3-chloro-4-({5-[(2E)-3-(dimethylamino)prop-2-enoyl]-2-methyl-1,3-thiazol-4-yl}oxy)phenyl]-N,N-dimethylmethanimidamide ClC=1C=C(C=CC1OC=1N=C(SC1C(\C=C\N(C)C)=O)C)/N=C/N(C)C